FC(C(=O)O)(F)F.O=C1NC(CCC1N1C(C2=CC=CC(=C2C1=O)NCC=1N=NN(C1)CCOCCOCCOCCOCCOCCC(=O)O)=O)=O 3-[2-[2-[2-[2-[2-[4-[[[2-(2,6-dioxo-3-piperidyl)-1,3-dioxo-isoindolin-4-yl]amino]methyl]triazol-1-yl]ethoxy]ethoxy]ethoxy]ethoxy]ethoxy]propanoic acid trifluoroacetate